2,5-dichloro-7-methyl-7H-pyrrolo[2,3-d]pyrimidine ClC=1N=CC2=C(N1)N(C=C2Cl)C